C[C@H]1CC2=CC(=C(C=C2[C@@H]([C@H]1C)C3=CC(=C(C(=C3)OC)O)OC)O)OC The molecule is a lignan that is 1,2,3,4-tetrahydronaphthalene substituted by methyl groups at positions 6 and 7, a hydroxy group at position 2, a methoxy group at position 3 and a 4-hydroxy-3,5-dimethoxyphenyl group at position 8. It has been isolated from the bark of Machilus robusta. It has a role as a plant metabolite. It is a lignan, a member of phenols and a dimethoxybenzene.